C1=CN=C2N1C1=CC=CC=C1NC2=O imidazo[1,2-a]quinoxalin-4(5H)-one